C(C)(C)N1C=NC2=C1C=CC=C2 1-isopropyl-1H-benzo[d]imidazole